FC1(CN(C1)C=1C=C(C(=NC1)N1C=C(C=C1C)C(=O)OC)OCC1=CC(=CC(=C1)C(F)(F)F)F)F methyl 1-[5-(3,3-difluoroazetidin-1-yl)-3-{[3-fluoro-5-(trifluoromethyl)phenyl]methoxy}pyridin-2-yl]-5-methylpyrrole-3-carboxylate